C(C)(C)(C)OC(=O)N1C[C@@H]([C@H](CC1)NC(=O)C=1N=NN(C1)C1=C(C=C(C=C1)F)F)C(NC1(CC1)C1=NC=CC=C1)=O (3S,4S)-4-{[1-(2,4-difluoro-phenyl)-1H-[1,2,3]triazole-4-carbonyl]-amino}-3-(1-pyridin-2-yl-cyclopropylcarbamoyl)-piperidine-1-carboxylic acid tert-butyl ester